C(#N)C1=NC2=C(N1C(=O)NCCCOC1=CC=CC=C1)C=CC=C2 Cyano-N-(3-phenoxypropyl)-1H-benzo[d]imidazole-1-carboxamide